O[C@H]1C[C@H](CC1)NCC1=CC=C(S1)C=1C=C(C=CC1)[C@@H](C)NC(C1=C(C=CC(=C1)NC=1C=NN(C1)C)C)=O N-((R)-1-(3-(5-((((1S,3R)-3-Hydroxycyclopentyl)amino)methyl)thiophen-2-yl)phenyl)ethyl)-2-methyl-5-((1-methyl-1H-pyrazol-4-yl)amino)benzamide